2-((4-amino-2-butyl-7-(3-(4-(2-methoxyethyl)piperazin-1-yl)propyl)-1H-imidazo[4,5-c]quinolin-1-yl)methyl)-2-methylpropane-1,3-diol NC1=NC=2C=C(C=CC2C2=C1N=C(N2CC(CO)(CO)C)CCCC)CCCN2CCN(CC2)CCOC